hexyl crotonate (hexyl crotonate) C(CCCCC)/C(/C(=O)O)=C\C.C(\C=C\C)(=O)OCCCCCC